C(C)(C)(C)N1CC=C(C=C1)NC(CC1=C(C=CC(=C1)Cl)F)=O N-tert.-Butyl-4-[[2-(5-chloro-2-fluorophenyl)acetyl]amino]pyridin